tert-butyl-3-(5-carbamoyl-4-(4-phenoxyphenyl)pyrimidin-2-yl)-2H-pyrrole-1(5H)-carboxylate C(C)(C)(C)OC(=O)N1CC(=CC1)C1=NC=C(C(=N1)C1=CC=C(C=C1)OC1=CC=CC=C1)C(N)=O